4-fluoro-3-(2-methyl-1H-imidazol-1-yl)phenol FC1=C(C=C(C=C1)O)N1C(=NC=C1)C